ClC1=NC=C(C(=N1)NCC1=C(C(=CC=C1F)C)F)C(=O)N 2-chloro-4-((2,6-difluoro-3-methylbenzyl)amino)pyrimidin-5-carboxamide